[SiH3][SiH]([SiH3])[SiH2][SiH]([SiH2][SiH3])[SiH3] 2,4-disilylhexasilane